BrC=1C=C2C(=CNC2=C(C1)N(C)C)C(=O)O 5-bromo-7-(dimethylamino)-1H-indole-3-carboxylic acid